C12(CCCC(CCC1)(C2)N)N bicyclo[3.3.1]nonan-1,5-diamine